2-(5-(2,7-diazaspiro[3.5]nonan-2-yl)-1,3,4-thiadiazol-2-yl)-3-fluoro-5-(1H-pyrazol-4-yl)phenol C1N(CC12CCNCC2)C2=NN=C(S2)C2=C(C=C(C=C2F)C=2C=NNC2)O